ClC=1C=C(C=C(C1)Cl)NC1=NC2=CC=CC=C2C(=N1)NC1CNCCC1 N2-(3,5-dichlorophenyl)-N4-(piperidin-3-yl)quinazoline-2,4-diamine